CC(C)CCC[C@@H](C)[C@H]1CC[C@H]2C3=CC[C@H]4CCCC[C@]4(C)[C@H]3CC[C@]12C 5alpha-Cholest-7-en